1-Fluoro-N-((S)-1-((1r,4S)-4-methylcyclohexyl)-2-oxo-2-((4-(((S)-2-oxo-4-(trifluoromethyl)imidazolidin-1-yl)methyl)pyridin-2-yl)amino)ethyl)cyclopropane-1-carboxamide FC1(CC1)C(=O)N[C@H](C(NC1=NC=CC(=C1)CN1C(N[C@@H](C1)C(F)(F)F)=O)=O)C1CCC(CC1)C